(2R)-N-[2-(2-chlorophenyl)-3-(4-chlorophenyl)-5,6,7,8-tetrahydrooxepino[3,2-c]pyrazol-8-yl]pyrrolidine-2-carboxamide ClC1=C(C=CC=C1)N1N=C2C(=C1C1=CC=C(C=C1)Cl)OCCCC2NC(=O)[C@@H]2NCCC2